1-(Difluoromethyl)-4-fluoro-N'-(((R)-3-methyl-1,2,3,5,6,7-hexahydrodicyclopenta[b,e]pyridin-8-yl)carbamoyl)-1H-pyrazole-3-sulfonimidamide FC(N1N=C(C(=C1)F)S(=O)(N)=NC(NC1=C2C(=NC3=C1CCC3)[C@@H](CC2)C)=O)F